NCC(C=1SC=C(N1)CCCO)NC(=O)C=1NC(=CC1)C1=NC=C(C=C1)C(F)(F)F N-(2-Amino-1-(4-(3-hydroxypropyl)thiazol-2-yl)ethyl)-5-(5-(trifluoromethyl)pyridin-2-yl)-1H-pyrrole-2-carboxamide